C(C1=CC=CC=C1)OC1=CC2=C(N(C(=N2)C2=C(C=CC=C2)[N+](=O)[O-])CC2=CC=C(C=C2)F)C=C1 5-(Benzyloxy)-1-(4-fluorobenzyl)-2-(2-Nitrophenyl)-1H-Benzo[d]imidazole